alpha-bromo(chloro)acetophenone BrC(C(=O)C1=CC=CC=C1)Cl